ClC1=C(C=CC(=C1)[N+](=O)[O-])C(=O)N1CCN(CC1)CC1CC1 (2-chloro-4-nitrophenyl)(4-(cyclopropylmethyl)piperazin-1-yl)methanone